methyl 8-fluoro-2-[(3-oxo-2-azabicyclo[2.2.2]octan-1-yl)methyl]-3,4-dihydro-1H-isoquinoline-6-carboxylate FC=1C=C(C=C2CCN(CC12)CC12NC(C(CC1)CC2)=O)C(=O)OC